(S or R)-1-ethyl-3-((3-(2-(5-fluorothiophen-2-yl)ethyl)-1-(2-(6-methylpyridin-3-yl)propan-2-yl)pyrrolidin-3-yl)methyl)-1,3-dihydro-2H-benzo[d]imidazol-2-one citrate C(CC(O)(C(=O)O)CC(=O)O)(=O)O.C(C)N1C(N(C2=C1C=CC=C2)C[C@@]2(CN(CC2)C(C)(C)C=2C=NC(=CC2)C)CCC=2SC(=CC2)F)=O |o1:25|